ClC1=C(C=CC=C1)N1C=2N(C3=C(C1=O)C=NC(=N3)NC3=CC=C(C=C3)OCCN(CC)CC)C=CN2 6-(2-chlorophenyl)-2-({4-[2-(diethylamino)ethoxy]phenyl}amino)imidazo[1,2-a]pyrimido[5,4-e]pyrimidin-5(6H)-one